FC=1C=C(C=CC1)N1N=C(C=C(C1=O)C(=O)N[C@@H](C)C(C)(C)O)C=1C=NC(=NC1)C(F)(F)F 2-(3-Fluorophenyl)-N-[(2S)-3-hydroxy-3-methylbutan-2-yl]-3-oxo-6-[2-(trifluoromethyl)pyrimidin-5-yl]-2,3-dihydropyridazin-4-carboxamid